NCCOC1=C(C=CC(=C1)OC)C(C)=O 1-(2-(2-aminoethoxy)-4-methoxyphenyl)ethan-1-one